3-hydroxy-1-adamantyl methacrylate C(C(=C)C)(=O)OC12CC3(CC(CC(C1)C3)C2)O